C(C1=CC=CC=C1)OC(CC[C@H](C(=O)O)NC(=O)OC(C)(C)C)=O (R)-5-(benzyloxy)-2-(tert-butoxycarbonyl-amino)-5-oxopentanoic acid